tert-butyl 2-(3-((tert-butyldimethylsilyl)oxy)-2-(4-((tert-butyldimethylsilyl)oxy)-2-methylbutan-2-yl)-5-(((trifluoromethyl) sulfonyl)oxy)phenyl)acetate [Si](C)(C)(C(C)(C)C)OC=1C(=C(C=C(C1)OS(=O)(=O)C(F)(F)F)CC(=O)OC(C)(C)C)C(C)(CCO[Si](C)(C)C(C)(C)C)C